8-chloro-1,7-diazanaphthalene ClC=1N=CC=C2C=CC=NC12